Ethyl 3-((3S,4S)-4-(aminomethyl)chroman-3-yl)propanoate NC[C@H]1[C@@H](COC2=CC=CC=C12)CCC(=O)OCC